CN(C(OC1=CC2=CC=CC=C2C=C1)=S)C1=CC(=CC=C1)C O-naphthalen-2-yl N-methyl-N-(3-methylphenyl)carbamothioate